5-ethynyl-N2-(2-methoxy-4-(4-(4-methylpiperazin-1-yl)piperidin-1-yl)phenyl)-N4-(1-(methylsulfonyl)indol-7-yl)pyrimidine-2,4-diamine C(#C)C=1C(=NC(=NC1)NC1=C(C=C(C=C1)N1CCC(CC1)N1CCN(CC1)C)OC)NC=1C=CC=C2C=CN(C12)S(=O)(=O)C